C1(CC1)C=1C(=NSC1C(=O)OCC)C1=CC=C(C=C1)N(C)C ethyl 4-cyclopropyl-3-[4-(dimethylamino)phenyl]-1,2-thiazole-5-carboxylate